Trifluoro((methylsulfonyl)oxy)lithium borate B(O)(O)O.FC(S(=O)(=O)O[Li])(F)F